C(CCC)OC(C(Cl)OCCCC)Cl 1,2-dibutoxy-1,2-dichloroethane